[Si](C)(C)(C(C)(C)C)OC=1C=CC=C2C(=CC=C(C12)\C=[N+](\C(C)C)/[O-])OC (Z)-1-(8-((tert-butyldimethylsilyl)oxy)-4-methoxynaphthalen-1-yl)-N-isopropylmethanimine oxide